5-cyanomethyl-uridine C(#N)CC=1C(NC(N([C@H]2[C@H](O)[C@H](O)[C@@H](CO)O2)C1)=O)=O